1-(cyclopropylmethyl)-5-(2-methyl-2H-indazol-5-yl)-1,7-dihydro-6H-pyrazolo[3,4-b]pyridin-6-one C1(CC1)CN1N=CC2=C1NC(C(=C2)C2=CC1=CN(N=C1C=C2)C)=O